C(C)N(CC)C1=C(C(=C(C(=O)N2CCN(CC2)C(C2=C(C(=C(C=C2)N(CC)CC)O)C(C2=CC=CC=C2)=O)=O)C=C1)C(C1=CC=CC=C1)=O)O Bis(diethylaminohydroxybenzoylbenzoyl)piperazin